(5'S,7a'R)-1-(4-cyclopropylpyridin-2-yl)-5'-phenyltetrahydro-3'H-spiro[piperidine-4,2'-pyrrolo[2,1-b][1,3]oxazol]-3'-one C1(CC1)C1=CC(=NC=C1)N1CCC2(C(N3[C@H](O2)CC[C@H]3C3=CC=CC=C3)=O)CC1